1,1,1-trifluoropropane-2-yl trifluoromethanesulfonate FC(S(=O)(=O)OC(C(F)(F)F)C)(F)F